ONC(=N)C=1C(=NC=CC1OC(C)C)NC1=CC=C(C=C1)C(F)(F)F N-hydroxy-4-isopropoxy-2-[4-(trifluoromethyl)anilino]pyridine-3-carboxamidine